7-(2-(1-Fluorocyclopropyl)-6,7-dihydrothiazolo[5,4-c]pyridin-5(4H)-yl)-5,6-dimethyl-[1,2,4]triazolo[4,3-a]pyrimidin-3(2H)-one FC1(CC1)C=1SC=2CN(CCC2N1)C1=NC=2N(C(=C1C)C)C(NN2)=O